C(C(C(=O)[O-])O)OP(=O)([O-])[O-] The molecule is trianion of 3-phosphoglyceric acid arising from deprotonation of the carboxy and phosphate groups; major species at pH 7.3. It is a 3-phosphoglycerate and a phosphoglycerate. It is a conjugate base of a 3-phosphoglycerate(2-) and a 3-phosphoglyceric acid.